4-((2-(1H-pyrazol-4-yl)ethyl)amino)-N-(1-(5-chlorothiophen-2-yl)ethyl)-5,6-dimethylpyrimidine-2-carboxamide N1N=CC(=C1)CCNC1=NC(=NC(=C1C)C)C(=O)NC(C)C=1SC(=CC1)Cl